NCC1=CC=C(C2=C1OCCO2)N2CCNCC2 8-(aminomethyl)-5-(piperazin-1-yl)-2,3-dihydro-1,4-benzodioxine